FC(CNC(=O)C1=CN=C2N1C=C(C=C2)C2=CNC1=NC=C(C=C12)C(NC=1C=NN(C1)C1CCNCC1)=O)F N-(2,2-difluoroethyl)-6-(5-((1-(piperidin-4-yl)-1H-pyrazol-4-yl)carbamoyl)-1H-pyrrolo[2,3-b]pyridin-3-yl)imidazo[1,2-a]pyridine-3-carboxamide